FC=1C=CC=C2C=C(C=NC12)C=1OC(CC(N1)(C)COC1=CC=C(C#N)C=C1)(C)C 4-[[2-(8-fluoro-3-quinolyl)-4,6,6-trimethyl-5H-1,3-oxazin-4-yl]methoxy]benzonitrile